COC(C(C)O/N=C/C1=C(C=C(C(=C1)N1C(N(C(N(C1=O)C)=S)C)=O)F)Cl)=O.OC1=C(C(OC2=CC=CC=C12)=O)C(CC(C)=O)C1=CC=CC=C1 4-hydroxy-3-(3-oxo-1-phenylbutyl)chromen-2-one methyl-2-({(E)-[2-chloro-5-(3,5-dimethyl-2,6-dioxo-4-sulfanylidene-1,3,5-triazinan-1-yl)-4-fluorobenzylidene]amino}oxy)propanoate